C1(CC1)C=1C=C(OC2=CNC=3N(C2=O)C=CN3)C=CC1 6-(3-cyclopropylphenoxy)-8H-imidazo[1,2-a]pyrimidin-5-one